C(CCC)OP(O)(=O)CCCC.CC1=CC=C(C=C1)C=1C=CC(CC1)=O 4-(4-methylphenyl)cyclohexadiene-1-one n-butyl-(n-butyl)phosphonate